ClC1=C(C=C(C=C1)F)C1=CC=C(N=N1)CNC1[C@@H]2CN(C[C@H]12)CC1CCCCC1 (1r,5s,6s)-N-((6-(2-chloro-5-fluoro-phenyl)pyridazin-3-yl)methyl)-3-(cyclohexylmethyl)-3-azabicyclo[3.1.0]hexane-6-amine